tetrahydropyran-4-carboxamide O1CCC(CC1)C(=O)N